scandium-yttrium-aluminum [Al].[Y].[Sc]